C1=CC=C(C2=CC=CC=C12)S(=O)(=O)Cl naphthalene-4-sulfonyl chloride